C(=C/C(=O)O)\\C(=O)/C=C/[O-] The molecule is a 6-oxo monocarboxylic acid anion that is the conjugate base of (2E,4Z)-4-hydroxy-6-oxohexa-2,4-dienoic acid, obtained by deprotonation of the carboxy group; major species at pH 7.3. It is a conjugate base of a (2E,4Z)-4-hydroxy-6-oxohexa-2,4-dienoic acid.